CN1CCC(=CC1=O)B(O)O (1-methyl-6-oxo-1,2,3,6-tetrahydropyridin-4-yl)boronic acid